COC([C@@H](NC(\C=C\C1=CC(O)=C(O)C=C1)=O)[C@@H](C)CC)=O N-caffeoylisoleucine methyl ester